O1[C@H](COC2=C1C=CC=C2)CN2C[C@@H](CCC2)C2=CC=C(C=C2)F |o1:13| (S*)-1-[(S)-1-(2,3-dihydrobenzo[1,4]dioxin-2-yl)methyl]-3-(4-fluorophenyl)piperidine